Cl.C(#CC)C1=C(C2=C(N=CN=C2)N1)C(=O)N 6-(prop-1-yn-1-yl)-7H-pyrrolo[2,3-d]Pyrimidine-5-carboxamide hydrochloride